OC(CCCCCCCC(=O)O)C(C\C=C/CCCCC)O (12Z)-9,10-Dihydroxyoctadec-12-enoic acid